O1C=CC2=C1C=CC(=C2)S(=O)(=O)N2CC1=C(C2)CN(C1)C(=O)C=1N=C(SC1)NC=1C=NC=CC1 N-{4-[5-(1-benzofuran-5-sulfonyl)-1H,2H,3H,4H,5H,6H-pyrrolo[3,4-c]pyrrole-2-carbonyl]-1,3-thiazol-2-yl}pyridin-3-amine